C(C1=CC=CC=C1)OC(=O)NCC(=O)O N-benzyloxycarbonyl-glycine